C(C=C)(=O)O[NH3+] acryloyloxy-ammonium